C(C)OC1C(C(C1)=O)(C)C 3-ethoxy-2,2-dimethylcyclobutanone